C(C)OC(=O)C1CCN(CC1)C1=NC(=CN=C1)C=O (6-formylpyrazin-2-yl)piperidine-4-carboxylic acid ethyl ester